ClC1=CC=C(C=C1)N1C=C(C2=C1N=CN=C2N2[C@H](CN(CC2)C(=O)OC(C)(C)C)C)C2CC2 tert-Butyl (S)-4-(7-(4-chlorophenyl)-5-cyclopropyl-7H-pyrrolo[2,3-d]pyrimidin-4-yl)-3-methylpiperazine-1-carboxylate